C(C1=CC=CC=C1)OC=1C(=C(OCC(=O)O)C=C(C1)OCC)C=O 2-(3-(benzyloxy)-5-ethoxy-2-formylphenoxy)acetic acid